ClC1=NC=C(C=C1F)OCC1=CC(=C(C=C1)F)F 2-chloro-5-((3,4-difluorobenzyl)oxy)-3-fluoropyridine